[4-Amino-1-(2-trimethylsilanyl-ethoxymethyl)-1H-pyrazol-3-ylmethyl]-[1-(2-fluoro-6-methylphenyl)-piperidin-4-yl]-amine NC=1C(=NN(C1)COCC[Si](C)(C)C)CNC1CCN(CC1)C1=C(C=CC=C1C)F